3-[4-[(E)-3-(4-Methoxyphenyl)-3-oxoprop-1-enyl]phenoxy]propanoic acid COC1=CC=C(C=C1)C(/C=C/C1=CC=C(OCCC(=O)O)C=C1)=O